hexanediyl-di(methyl phenyl carbamate) C(CCCCCN(C([O-])=O)C1=C(C=CC=C1)C)N(C([O-])=O)C1=C(C=CC=C1)C